P([O-])([O-])O.[Li+].[Li+].FC=1C=C(C=C(C1N1CC2(COC2)C1)F)N1C(O[C@H](C1)CNC(C)=O)=O (S)-N-((3-(3,5-difluoro-4-(2-oxa-6-azaspiro[3.3]hept-6-yl)phenyl)-2-oxo-oxazolidin-5-yl)methyl)acetamide di-lithium phosphite